(4-bromophenyl)-4-methylpiperidine-1-carboxylic acid tert-butyl ester C(C)(C)(C)OC(=O)N1C(CC(CC1)C)C1=CC=C(C=C1)Br